(7-Amino-1-oxo-isoindolin-2-yl)-N-(2,2,2-trifluoroethyl)acetamide NC=1C=CC=C2CN(C(C12)=O)CC(=O)NCC(F)(F)F